(R)-1-(4-((1-cyanoethyl)amino)-5-formylpyridin-2-yl)-1H-pyrazolo[3,4-b]pyridine-5-carbonitrile C(#N)[C@@H](C)NC1=CC(=NC=C1C=O)N1N=CC=2C1=NC=C(C2)C#N